P(=O)([O-])([O-])[O-].[Na+].COC1=C(CN2CCNCC2)C=CC(=C1OC)OC.[Na+].[Na+] 1-(2,3,4-trimethoxybenzyl)piperazine sodium phosphate